5-chloro-3-((4-methoxyphenyl)thio)indole (S)-tert-butyl-4-(6-aminopyridazin-3-yl)-2-methylpiperazine-1-carboxylate C(C)(C)(C)OC(=O)N1[C@H](CN(CC1)C=1N=NC(=CC1)N)C.ClC=1C=C2C(=CNC2=CC1)SC1=CC=C(C=C1)OC